C(C)(=O)N[C@H](C(=O)N[C@H](C(=O)NCC=1C=C(OC2C3CN(CC3C2)C(=O)OC(C)(C)C)C=CC1C)CCC1=CC=CC=C1)CCC(=O)OC(C)(C)C tert-butyl 6-(3-(((S)-2-((S)-2-acetamido-5-(tert-butoxy)-5-oxopentanamido)-4-phenylbutanamido)methyl)-4-methylphenoxy)-3-azabicyclo[3.2.0]heptane-3-carboxylate